FC1(CC(C1)C=1C=CC(=NC1F)[C@@H](NC(=O)[C@H]1N(C[C@@H](C1)F)C(CC=1N=CC(NC1)=O)=O)C1=CC=CC=C1)F (2S,4R)-N-[(S)-[5-(3,3-difluorocyclobutyl)-6-fluoropyridin-2-yl](phenyl)methyl]-4-fluoro-1-[2-(5-oxo-4,5-dihydropyrazin-2-yl)acetyl]pyrrolidine-2-carboxamide